FC=1C=C(CN2N=C(N=C2)C(=O)N[C@@H]2C(N(C=3N(CC2)N=C(C3C)C)C)=O)C=CC1F (S)-1-(3,4-difluorobenzyl)-N-(2,3,4-trimethyl-5-oxo-5,6,7,8-tetrahydro-4H-pyrazolo[1,5-a][1,3]diazepin-6-yl)-1H-1,2,4-triazole-3-carboxamide